BrC=1C=C(C=C2C(N3C(=NC12)N1C(CC3)CCCC1)=O)C 12-bromo-10-methyl-2,3,4,4a,5,6-hexahydro-1H,8H-pyrido[1',2':3,4]pyrimido[2,1-b]quinazolin-8-one